BrC1=C(C=C(C=C1)C(C)(C)O)O 2-bromo-5-(2-hydroxypropan-2-yl)phenol